C(C1CO1)OCCC[Si](OC)(OC)OC γ-(2,3-epoxypropoxy)propyl-trimethoxysilicon